Methyl (S)-4-(1-(6-(fluoromethyl)-1-(3-(trifluoromethyl)benzyl)-2,3-dihydro-1H-imidazo[1,2-b]pyrazole-7-carboxamido)ethyl)benzoate FCC=1C(=C2N(N1)CCN2CC2=CC(=CC=C2)C(F)(F)F)C(=O)N[C@@H](C)C2=CC=C(C(=O)OC)C=C2